4-imino-3-methyl-1-[(4-methylphenyl)sulfonyl]-3,4-dihydropyrimidin-2(1H)-one N=C1N(C(N(C=C1)S(=O)(=O)C1=CC=C(C=C1)C)=O)C